C(C)OC(=O)C=1NC=C(C1C)C1=CC(=NC=C1)OC 4-(2-methoxypyridin-4-yl)-3-methyl-1H-pyrrole-2-carboxylic acid ethyl ester